4,6-dimethoxy-N-(2-(piperazin-1-yl)phenyl)pyrimidin-2-amine COC1=NC(=NC(=C1)OC)NC1=C(C=CC=C1)N1CCNCC1